FC=1C=C(C(=C2CCCC12)NC(=O)C1=NN2C(OCCC2)=C1S(=O)(N)=N)C1=CC(=NC=C1)OC ((7-fluoro-5-(2-methoxypyridin-4-yl)-2,3-dihydro-1H-inden-4-yl)carbamoyl)-6,7-dihydro-5H-pyrazolo[5,1-b][1,3]oxazine-3-sulfonimidamide